Cl.Cl.ClC1=CC=C2C(=N1)N=CN2CCC[C@H]2NCCC[C@@H]2O (2R,3S)-2-(3-(5-chloro-1H-imidazo[4,5-b]pyridin-1-yl)propyl)piperidin-3-ol dihydrochloride